(Ethylendioxy)dimethanol C(OCO)COCO